1-(1-hydroxypropan-2-yl)-3-(trifluoromethyl)-5-((2-(trimethylsilyl)ethoxy)methyl)-1,5-dihydro-4H-pyrrolo[2,3-d]pyridazin-4-one OCC(C)N1C=C(C2=C1C=NN(C2=O)COCC[Si](C)(C)C)C(F)(F)F